Cl.NC(C(C(=O)OCC)(C)C)C=1C=NC(=CC1)C(F)(F)F ethyl 3-amino-2,2-dimethyl-3-[6-(trifluoromethyl)-3-pyridyl]propanoate hydrochloride